C1(CC1)C1=NC=CC=C1 2-cyclopropylpyridine